4',5,7-trihydroxyflavone OC1=CC=C(C=2OC3=CC(=CC(=C3C(C2)=O)O)O)C=C1